C(C)OC(C)(OC(C)OC(=O)C1C2C3C4C=CC(C3C(C1)C2)C4)C 8-(1-(1-ethoxy-1-methylethyloxy)ethoxycarbonyl)-tetracyclo[4.4.0.12,5.17,10]-3-dodecene